5-[1-Methyl-7-[4-(4-methylpiperazin-1-yl)anilino]-2-oxo-4H-pyrimido[4,5-d]pyrimidin-3-yl]-2-azabicyclo[2.2.1]heptane-2-carboxylic acid tert-butyl ester C(C)(C)(C)OC(=O)N1C2CC(C(C1)C2)N2C(N(C1=NC(=NC=C1C2)NC2=CC=C(C=C2)N2CCN(CC2)C)C)=O